ClC1=C2C(=NC=NC2=CC=C1NC(\C=C\CN(C)C)=O)NC1=C(C(=C(C=C1)F)Cl)F (E)-N-(5-chloro-4-((3-chloro-2,4-difluorophenyl)amino)quinazolin-6-yl)-4-(dimethylamino)but-2-enamide